2,2-dichloro-N-[3-[[(cyclopropylcarbonyl)amino]methyl]-4-fluorophenyl]-3-[4-fluoro-3-(trifluoromethyl)phenyl]cyclopropanecarboxamide ClC1(C(C1C1=CC(=C(C=C1)F)C(F)(F)F)C(=O)NC1=CC(=C(C=C1)F)CNC(=O)C1CC1)Cl